NC=1SC2=C(N1)C(=CC=C2)C2=C(C=C1C(=NC(=NC1=C2F)OC[C@H]2N(CCC2)C)N2CC1(C2)NC(NC1=O)=O)Cl 2-(7-(2-aminobenzo[d]-thiazol-4-yl)-6-chloro-8-fluoro-2-(((S)-1-methyl-pyrrolidin-2-yl)methoxy)-quinazolin-4-yl)-2,5,7-triazaspiro[3.4]octane-6,8-dione